N-(2-methoxy-5-nitrophenyl)benzamide COC1=C(C=C(C=C1)[N+](=O)[O-])NC(C1=CC=CC=C1)=O